ethyl 6-[(4,5-dichloroimidazol-1-yl)methyl]-2-(3,4-dichlorophenyl)-1-ethyl-4-oxo-pyridine-3-carboxylate ClC=1N=CN(C1Cl)CC1=CC(C(=C(N1CC)C1=CC(=C(C=C1)Cl)Cl)C(=O)OCC)=O